C(C)(C)(C)C1N(CCCC(CC1)[C@H](C)N[S@](=O)C(C)(C)C)C(=O)O tert-butyl-5-[(1S)-1-{[(R)-2-methylpropane-2-sulfinyl]amino}ethyl]azacyclooctane-1-carboxylic acid